NCCOCCNC(C1=C(C=C(C=C1)NC=1C=2N(C=CN1)C(=CN2)C2=C(C=C(C=C2)OC)C(F)F)CC)=O N-[2-(2-amino-ethoxy)ethyl]-4-[[3-[2-(difluoro-methyl)-4-methoxy-phenyl]imidazo[1,2-a]pyrazin-8-yl]amino]-2-ethyl-benzamide